C(CCCCCCC)OCOCCCC(CC(C)[Cu]C(CC(CCCOCOCCCCCCCC)C)C)C.[Li] lithium bis[6-octoxymethoxy-1,3-dimethylhexyl]copper